tert-butyl ((1-((3-amino-4-methoxybenzo[d]isoxazol-6-yl) methyl)-1H-pyrazol-4-yl)methyl)carbamate NC1=NOC2=C1C(=CC(=C2)CN2N=CC(=C2)CNC(OC(C)(C)C)=O)OC